(R)-N-(1-(2-(2,2-difluoroethoxy)-5-fluorophenyl)ethyl)-N-methyl-3-(1-methyl-1H-pyrazol-3-yl)pyrazolo[1,5-a]pyrimidin-5-amine FC(COC1=C(C=C(C=C1)F)[C@@H](C)N(C1=NC=2N(C=C1)N=CC2C2=NN(C=C2)C)C)F